ClC=1C2=C(N=C(N1)C)C=NC(=N2)OC2=CC=CC=C2 4-Chloro-2-methyl-6-phenoxypyrimido[5,4-d]pyrimidine